CC(CCN1CC2OC3=CC(=NC(NS(C4=CC=CC(C(NC2CC1)=O)=C4)(=O)=O)=N3)C3=C(C=CC=C3C)C)(C)C 5-(3,3-Dimethylbutyl)-20-(2,6-dimethylphenyl)-2-oxa-16λ6-thia-5,9,17,19,22-pentaazatetracyclo[16.3.1.111,15.03,8]tricosa-1(21),11(23),12,14,18(22),19-hexaene-10,16,16-trione